(1R,2S,5S)-methyl 6,6-dimethyl-3-azabicyclo[3.1.0]hexane-2-carboxylate hydrochloride Cl.CC1([C@H]2CN[C@@H]([C@@H]12)C(=O)OC)C